[SiH3][SiH]([SiH3])[SiH2][SiH3] 2-silyl-tetrasilane